N-(3-carbamoylphenyl)-2-(2-(difluoromethoxy)phenoxy)-5-(trifluoromethyl)benzamide C(N)(=O)C=1C=C(C=CC1)NC(C1=C(C=CC(=C1)C(F)(F)F)OC1=C(C=CC=C1)OC(F)F)=O